C(C)N(CCCC(=O)O)C=1C2=C(N=C(N1)OC[C@@]13CCCN3C[C@@H](C1)F)C(=C(N=C2)C2=CC(=CC1=CC=C(C(=C21)CC)F)O)F 4-(ethyl(7-(8-ethyl-7-fluoro-3-hydroxynaphthalen-1-yl)-8-fluoro-2-(((2R,7aR)-2-fluorotetrahydro-1H-pyrrolizin-7a(5H)-yl)methoxy)pyrido[4,3-d]pyrimidin-4-yl)amino)butanoic acid